N1=C(C=CC=C1)[C@@H](C)NC(=O)[C@@H]1CN(CC[C@H]1NC(=O)C1=NOC(=C1)C1=C(C=C(C=C1F)F)F)CC1CC1 (3R,4R)-1-Cyclopropylmethyl-4-{[5-(2,4,6-trifluoro-phenyl)-isoxazole-3-carbonyl]-amino}piperidine-3-carboxylic acid ((R)-1-pyridin-2-yl-ethyl)-amide